2-(2-(4-(4-(Trifluoromethyl)phenyl)piperazin-1-yl)ethyl)isoindoline-1,3-dione FC(C1=CC=C(C=C1)N1CCN(CC1)CCN1C(C2=CC=CC=C2C1=O)=O)(F)F